(1S,3aR,6aS)-N-((S)-3-oxo-1-((S)-2-oxopyrrolidin-3-yl)-4-(trifluoromethoxy)butan-2-yl)-2-((R)-tetrahydrofuran-2-carbonyl)octahydro-cyclopenta[c]pyrrole-1-carboxamide O=C([C@H](C[C@H]1C(NCC1)=O)NC(=O)[C@H]1N(C[C@H]2[C@@H]1CCC2)C(=O)[C@@H]2OCCC2)COC(F)(F)F